BrC=1C=C(C[C@H](N)C(=O)O)C=CC1O 3-bromotyrosine